3-((dimethylamino)methyl)piperidin-3-ol CN(C)CC1(CNCCC1)O